[C@@H]12C(C[C@@H](CC1)C2)C2=NN=C(O2)NC2=NC1=C(N2)C(=CC=C1)OC 5-((1R,4S)-bicyclo[2.2.1]heptan-2-yl)-N-(7-methoxy-1H-benzo[d]imidazol-2-yl)-1,3,4-oxadiazol-2-amine